3-(5-((2,3-difluoro-6-methoxybenzyl)oxy)-2-fluoro-4-(methoxy-d3)phenyl)-2,4-dioxo-1,2,3,4-tetrahydrothieno[3,4-d]pyrimidine-5-carboxylic acid FC1=C(COC=2C(=CC(=C(C2)N2C(NC=3C(C2=O)=C(SC3)C(=O)O)=O)F)OC([2H])([2H])[2H])C(=CC=C1F)OC